ClC1=CC=CC=2SC3=C(C21)C=CC=C3F 1-chloro-6-fluorodibenzo[b,d]thiophene